COC=1C=CC(=NC1)COC=1C=CC2=C(N=C(O2)C=2C=C(C#N)C=CC2)C1 3-{5-[(5-methoxypyridin-2-yl)methoxy]-1,3-benzoxazol-2-yl}benzonitrile